C1(=CC=CC=C1)C1=CC=C(C=C1)C1NC(NC(=C1C(C)=O)C=1C=NC=CC1)=S 1-[4-(4-Phenylphenyl)-6-(pyridin-3-yl)-2-thioxo-1,2,3,4-tetrahydropyrimidin-5-yl]ethan-1-one